C1(=CC(=CC=C1)C1=NC(=NC=C1Cl)NC1CCN(CC1)C(=O)C1CCC2(CCNCC2)CC1)C1=CC=CC=C1 (4-((4-([1,1'-biphenyl]-3-yl)-5-chloropyrimidin-2-yl)amino)piperidin-1-yl)(3-azaspiro[5.5]undecan-9-yl)methanone